OC1=CC=C(C=C1)C(CCCC(=O)N1[C@@H](COCC1)C(=O)O)(C)C1=CC=C(C=C1)O (S)-4-(5,5-bis(4-hydroxyphenyl)hexanoyl)morpholine-3-carboxylic acid